N1C(CCC1C(=O)[O-])C(=O)[O-] pyrrolidine-2,5-dicarboxylate